4-(methylsulfonyl)benzoyl chloride CS(=O)(=O)C1=CC=C(C(=O)Cl)C=C1